C1(=CC=C(C=C1)C(C)N1C2N(CCC1)CCC2)C 1-(1-(p-tolyl)ethyl)octahydropyrrolo[1,2-a]pyrimidine